fructose diphosphate trisodium salt [Na+].[Na+].[Na+].[O-]P([O-])(=O)OP(=O)([O-])O.OCC(=O)[C@@H](O)[C@H](O)[C@H](O)CO